2-(2-bromo-5-ethyl-7-Oxo-6-(piperazin-1-yl)pyrazolo[1,5-a]pyrimidin-4(7H)-yl)-N-(2-chloro-4-(trifluoromethyl)phenyl)acetamide BrC1=NN2C(N(C(=C(C2=O)N2CCNCC2)CC)CC(=O)NC2=C(C=C(C=C2)C(F)(F)F)Cl)=C1